COC(/C(=C/O)/OC1=C(C=CC(=C1)C1C(C1)C1CC1)C)=O (Z)-2-[5-(2-cyclopropylcyclopropyl)-2-methyl-phenoxy]-3-hydroxy-prop-2-enoic acid methyl ester